2-(1H-indol-1-yl)-N,N-dimethylethan-1-amine fumarate salt C(\C=C\C(=O)O)(=O)O.N1(C=CC2=CC=CC=C12)CCN(C)C